5-[[(2S)-2-[[(2S)-2-amino-3-methyl-butyryl]amino]-5-ureido-pentanoyl]amino]-2-(hydroxymethyl)benzenesulfonic acid N[C@H](C(=O)N[C@H](C(=O)NC=1C=CC(=C(C1)S(=O)(=O)O)CO)CCCNC(=O)N)C(C)C